2-amino-N-[(1S,2S)-2-({4-[1-(difluoromethyl)-1H-indol-5-yl]phenyl}methoxy)cyclopentyl]-5-(1-methyl-1H-pyrazol-4-yl)pyridine-3-carboxamide NC1=NC=C(C=C1C(=O)N[C@@H]1[C@H](CCC1)OCC1=CC=C(C=C1)C=1C=C2C=CN(C2=CC1)C(F)F)C=1C=NN(C1)C